N-[3-methyl-1-[5-methyl-2-[(2-methylpyrazol-3-yl)amino]-pyrimidin-4-yl]indol-5-yl]prop-2-enamide CC1=CN(C2=CC=C(C=C12)NC(C=C)=O)C1=NC(=NC=C1C)NC=1N(N=CC1)C